N1=CC(=CC=C1)N1N=C2C=CC(=CC2=C1)C(=O)NCC1OCCC1 2-(3-pyridyl)-N-[(tetrahydro-2-furyl)methyl]-2H-indazole-5-carboxamide